Triphenyl-phosphit C1(=CC=CC=C1)OP(OC1=CC=CC=C1)OC1=CC=CC=C1